C1=CC=CC=2C3=CC=CC=C3C(C12)COC(=O)NCC(=O)N[C@H](C(=O)O)CCC(=O)OC(C)(C)C (S)-2-(2-((((9H-fluoren-9-yl)methoxy)carbonyl)amino)acetamido)-5-(tert-butoxy)-5-oxopentanoic acid